ClC1=C(C(=CC=C1)C1=NC2=C(N1)C=C(C(=C2)OC)F)C=2C(=CC(=CC2)C(N[C@@H](CCC)C2=C(C=CC=C2)C(F)(F)F)=O)C(=O)O (S)-2'-chloro-6'-(6-fluoro-5-methoxy-1H-1,3-benzodiazol-2-yl)-4-({1-[2-(trifluoromethyl)phenyl]butyl}carbamoyl)-[1,1'-biphenyl]-2-carboxylic acid